(3-methyloxetan-3-yl){4-[5-(trifluoromethyl)pyridin-3-yl]piperidin-1-yl}methanone CC1(COC1)C(=O)N1CCC(CC1)C=1C=NC=C(C1)C(F)(F)F